2,2-bis(3-aminophenoxy)hexafluoropropane NC=1C=C(OC(C(F)(F)F)(C(F)(F)F)OC2=CC(=CC=C2)N)C=CC1